(S)-2-methyl-N-(1-(naphthalen-1-yl)ethyl)-5-ureidobenzamide CC1=C(C(=O)N[C@@H](C)C2=CC=CC3=CC=CC=C23)C=C(C=C1)NC(=O)N